ClC=1C(=NC=CC1SC=1C=2N(C(=NC1)N1CCC3(CCC[C@H]3N[S@](=O)C(C)(C)C)CC1)C=CN2)OC (R)-N-((R)-8-(8-((3-chloro-2-methoxypyridin-4-yl)thio)imidazo[1,2-c]pyrimidin-5-yl)-8-azaspiro[4.5]decan-1-yl)-2-methylpropane-2-sulfinamide